2-Hydroxy-5-(trifluoromethyl)benzoic acid methyl ester COC(C1=C(C=CC(=C1)C(F)(F)F)O)=O